2-[4-(4-hydroxypiperidin-1-yl)-6-pyridin-3-ylpyrimidin-2-ylamino]-4-methylthiazole-5-carboxylic acid ethyl ester C(C)OC(=O)C1=C(N=C(S1)NC1=NC(=CC(=N1)N1CCC(CC1)O)C=1C=NC=CC1)C